((5-(4-(trifluoromethyl)phenyl)oxazol-2-yl)amino)pyridin-3-ol Ethyl-5-(bromomethyl)-1-[4-chloro-2-(2-fluorobenzoyl)phenyl]-1H-pyrazole-4-carboxylate C(C)C1=NN(C(=C1C(=O)OC=1C(=NC=CC1)NC=1OC(=CN1)C1=CC=C(C=C1)C(F)(F)F)CBr)C1=C(C=C(C=C1)Cl)C(C1=C(C=CC=C1)F)=O